ortho-tert-butyl-(methyl)styrene C(C)(C)(C)C1=C(C=CC)C=CC=C1